FC1=C(C(=CC=C1)C)N1N=C2C(=C(C1=O)C#N)NN=C2C2=CC=C(C=C2)N2CCN(CC2)C 5-(2-Fluoro-6-methylphenyl)-3-(4-(4-methylpiperazin-1-yl)phenyl)-6-oxo-5,6-dihydro-1H-pyrazolo[4,3-c]pyridazin-7-carbonitril